OC(CCC1(C=C(NN1[C@@H](C)C1=CC=CC=C1)C(=O)NC)C(=O)N)C 5-(3-hydroxybutyl)-N3-methyl-1-((S)-1-phenylethyl)-1H-pyrazole-3,5-dicarboxamide